CC1=CC(=NC=C1[N+](=O)[O-])N1CCC(CC1)CCN1CCN(CC1)C(=O)OCC1=CC=CC=C1 benzyl 4-[2-[1-(4-methyl-5-nitropyridin-2-yl)piperidin-4-yl]ethyl]piperazine-1-carboxylate